N[C@H](C(=O)NCC1=C(C(=CC=C1)Cl)F)CC1CC1 (S)-2-amino-N-(3-chloro-2-fluorophenylmethyl)-3-cyclopropylpropionamide